N-(2,2-difluoroethyl)-6,7-difluoro-N-(2-((1-methylcyclopropyl)ethynyl)pyridin-4-yl)-[1,2,4]triazolo[4,3-a]quinazolin-5-amine FC(CN(C1=NC=2N(C3=CC=C(C(=C13)F)F)C=NN2)C2=CC(=NC=C2)C#CC2(CC2)C)F